C(CCCCCCCCCCCCCCCCC)N(C(CCCCC(=O)O)=O)CCCCCCCCCCCCCCCCCC N,N-distearyladipic acid amide